oleic acid butyrate C(CCC)(=O)O.C(CCCCCCC\C=C/CCCCCCCC)(=O)O